n-pentyloxylzirconium (IV) C(CCCC)O[Zr+3]